FC(OC1=CC(=C(N)C=C1F)F)F 4-difluoromethoxy-2,5-difluoroaniline